C1(CCCC1)OCC1=C(N=NN1C)C1=CC=C(C=C1)OCOC 5-((cyclopentyloxy)methyl)-4-(4-(methoxymethoxy)phenyl)-1-methyl-1H-1,2,3-triazole